(3-(2-(4-(5-(difluoromethyl)-1,3,4-oxadiazol-2-yl)-2,6-difluorobenzyl)-2H-tetrazol-5-yl)phenyl)(morpholinyl)methanone FC(C1=NN=C(O1)C1=CC(=C(CN2N=C(N=N2)C=2C=C(C=CC2)C(=O)N2CCOCC2)C(=C1)F)F)F